C(C)OC(C1=C(C(=CC=C1C(N(C1=C(C=CC=C1C)C)C(C)=O)=O)CCC)NC1=C(C=CC=C1C)C)=O 6-(acetyl-(2,6-dimethylphenyl)carbamoyl)-2-((2,6-dimethylphenyl)amino)-3-propylbenzoic acid ethyl ester